CC=1C(=NC(=NC1)NC=1C=CC(=NC1)N1C[C@H](OCC1)C)NC=1C=CC2=C(NC(O2)=O)C1 5-methyl-N2-[2-(2R-methylmorpholino)pyridin-5-yl]-N4-(2-oxo-2,3-dihydro-1,3-benzoxazol-5-yl)-2,4-pyrimidinediamine